N-(cis-4-methoxycyclohexyl)-5-(3-((1-methylpiperidin-4-yl)oxy)quinoxalin-6-yl)-7H-pyrrolo[2,3-d]pyrimidin-2-amine CO[C@H]1CC[C@H](CC1)NC=1N=CC2=C(N1)NC=C2C=2C=C1N=C(C=NC1=CC2)OC2CCN(CC2)C